C(C)(C)(C)OC(C1=CC(=NC(=C1)C(NC)=O)CC1=C2C=CNC2=CC=C1)=O 2-((1H-indol-4-yl)methyl)-6-(methylcarbamoyl)isonicotinic acid tert-butyl ester